BrC1=CC=C2C(=CN(C2=C1)C(C)C1=CC=CC=C1)CCN(C(OC(C)(C)C)=O)S(N(C)C)(=O)=O tert-butyl (2-(6-bromo-1-(1-phenylethyl)-1H-indol-3-yl)ethyl)(N,N-dimethylsulfamoyl)carbamate